Tert-Butyl [1,2,4]triazolo[1,5-a]pyridin-7-ylcarbamate N=1C=NN2C1C=C(C=C2)NC(OC(C)(C)C)=O